ClC=1C=NN2C1N=C1C(=C2Cl)CCC12CCCC2 3,8-dichloro-6,7-dihydrospiro[cyclopenta[d]pyrazolo[1,5-a]pyrimidine-5,1'-cyclopentane]